NC1=NC=2C(C=3N1N=C(N3)C=3OC=CC3)=CN(N2)C(C(=O)N2CCN(CC2)C2=CC=C(C=C2)OCCOC)CC2=CC=CC=C2 2-(5-amino-2-(furan-2-yl)-8H-pyrazolo[4,3-e][1,2,4]triazolo[1,5-c]pyrimidin-8-yl)-1-(4-(4-(2-methoxyethoxy)phenyl)piperazin-1-yl)-3-phenylpropan-1-one